FC=1C=C(OCC2CCN(CC2)C(=O)N2C[C@H](CC2)C2=NN=CN2)C=C(C1)C(F)(F)F [4-[[3-fluoro-5-(trifluoromethyl)phenoxy]methyl]-1-piperidinyl]-[(3S)-3-(4H-1,2,4-triazol-3-yl)pyrrolidin-1-yl]methanone